[N+](=O)([O-])C1=CC=C(C=C1)NC=1C=CC=NC1 5-((4-nitrophenyl)amino)pyridin